N-[2,3-difluoro-4-[[(3S)-tetrahydrofuran-3-yl]methoxy]phenyl]-7-fluoro-6-[(3S)-pyrrolidin-3-yl]oxy-pyrido[3,2-d]pyrimidin-4-amine FC1=C(C=CC(=C1F)OC[C@@H]1COCC1)NC=1C2=C(N=CN1)C=C(C(=N2)O[C@@H]2CNCC2)F